2-methyl-6-morpholino-7,8-dihydro-6H-cyclopenta[g]quinazolin-4-yl 2,4,6-triisopropylbenzenesulfonate C(C)(C)C1=C(C(=CC(=C1)C(C)C)C(C)C)S(=O)(=O)OC1=NC(=NC2=CC3=C(C=C12)C(CC3)N3CCOCC3)C